N-benzyl-N-hydroxy-2,2-dimethylbut-3-enamide C(C1=CC=CC=C1)N(C(C(C=C)(C)C)=O)O